C(C1=CC=CC=C1)N1[C@@H]([C@@H]2CC[C@H](C1)N2)CO (1S,2S,5R)-3-benzyl-2-(hydroxymethyl)-3,8-diazabicyclo[3.2.1]octane